C(C)(C)N(P(OCCCC)OCCCCCCCCCCCCCCCC)C(C)C butyl hexadecyl diisopropylphosphoramidite